ClC=1C=C2C(=CN(C2=C(C1)C1=C2C(=NC=C1)C=C(S2)CN2C(C1C(C1C2=O)(C)C)=O)CC2(CCNCC2)F)F 3-((7-(5-Chloro-3-fluoro-1-((4-fluoropiperidin-4-yl)methyl)-1H-indol-7-yl)thieno[3,2-b]pyridin-2-yl)methyl)-6,6-dimethyl-3-azabicyclo[3.1.0]hexane-2,4-dione